(4R)-4-(4,4-diethyl-2-imino-6-oxotetrahydropyrimidin-1(2H)-yl)-N-((4S)-3-hydroxy-3-methylchroman-4-yl)chromane-6-carboxamide C(C)C1(NC(N(C(C1)=O)[C@@H]1CCOC2=CC=C(C=C12)C(=O)N[C@@H]1C(COC2=CC=CC=C12)(C)O)=N)CC